ClC=1C=C(CN2CCCC23CCN(CC3)C(=O)OC(C(F)(F)F)C(F)(F)F)C=CC1C(F)(F)F 1,1,1,3,3,3-hexafluoropropan-2-yl 1-(3-chloro-4-(trifluoromethyl) benzyl)-1,8-diazaspiro[4.5]decane-8-carboxylate